1,3-bisthiocyanomethylcyclohexane S(C#N)CC1CC(CCC1)CSC#N